ethyl 2-(4-bromophenyl)-2-methylpropionate BrC1=CC=C(C=C1)C(C(=O)OCC)(C)C